FC1=CC(=CC2=CN(N=C12)C)NC(=O)C=1C=CC(=C2C=NC(=NC12)S(=O)C)N1C[C@H](N([C@H](C1)C)C(=O)OC(C)(C)C)C tert-butyl (2R,6S)-4-[8-[(7-fluoro-2-methyl-indazol-5-yl)carbamoyl]-2-methylsulfinyl-quinazolin-5-yl]-2,6-dimethyl-piperazine-1-carboxylate